N-(3-chloro-4-fluoro-1H-indol-7-yl)-1-methyl-pyrazole-4-sulfonamide ClC1=CNC2=C(C=CC(=C12)F)NS(=O)(=O)C=1C=NN(C1)C